ClC1=C2C=CN=CC2=CC=C1\C=C\OCC (E)-5-chloro-6-(2-ethoxyvinyl)isoquinoline